t-Butyl 4-(2-(7-((3-((2,6-dimethylphenyl)amino)-1-methyl-1H-pyrazolo[3,4-d]pyrimidin-6-yl)amino)-3,4-dihydroisoquinolin-2(1H)-yl)ethyl)-4-hydroxypiperidine-1-carboxylate CC1=C(C(=CC=C1)C)NC1=NN(C2=NC(=NC=C21)NC2=CC=C1CCN(CC1=C2)CCC2(CCN(CC2)C(=O)OC(C)(C)C)O)C